(2-methylquinoxalin-6-yl)methanone CC1=NC2=CC=C(C=C2N=C1)C=O